C(C)(C)(C)C=1C=C2C=CC3=CC(=CC4=CC=C(C1)C2=C43)O 7-tertiary butyl-2-hydroxypyrene